CN1CCC(CC1)OC=1C=NC2=CC=C(C=C2N1)C1=CNC=2N=CN=C(C21)N[C@@H]2CC[C@H](CC2)N2CCOCC2 5-(3-((1-methylpiperidin-4-yl)oxy)quinoxalin-6-yl)-N-(trans-4-morpholinocyclohexyl)-7H-pyrrolo[2,3-d]pyrimidin-4-amine